ClC1=NC(=NC=C1C(F)(F)F)NC1CCOCC1 4-chloro-N-(Oxacyclohex-4-yl)-5-(trifluoromethyl)pyrimidin-2-amine